ClC1=C(C(=CC=C1)Cl)N1CC(C1)C=1C(=CC(=NC1C)CN1CCC(CC1)C(=O)O)C 1-((5-(1-(2,6-dichlorophenyl)azetidin-3-yl)-4,6-dimethyl-pyridin-2-yl)methyl)piperidine-4-carboxylic acid